FC(C1=NC(=NO1)C1=CC=C(C=C1)CNC1CC1)(F)F N-[[4-[5-(trifluoromethyl)-1,2,4-oxadiazol-3-yl]phenyl]methyl]cyclopropanamine